FC=1C=C2C3=C(N=C(N3[C@H](CNC2=O)C2=CC=C(C=C2)F)[C@@H]2NCCC2)C1 (S)-4-fluoro-9-(4-fluorophenyl)-1-((R)-pyrrolidin-2-yl)-8,9-dihydro-2,7,9a-triazabenzo[cd]azulen-6(7H)-one